2-chloro-4-[(cyanomethyl)amino]pyrimidin-5-carboxamide ClC1=NC=C(C(=N1)NCC#N)C(=O)N